1-((2R,3R,4R,5R)-5-(((tert-butyldimethylsilyl)oxy)methyl)-3-fluoro-4-((2-sulfido-1,3,2-dithiaphospholan-2-yl)oxy)tetrahydrofuran-2-yl)-5-methylpyrimidine-2,4(1H,3H)-dione [Si](C)(C)(C(C)(C)C)OC[C@@H]1[C@H]([C@H]([C@@H](O1)N1C(NC(C(=C1)C)=O)=O)F)OP1(SCCS1)=S